3-((5-Ethoxy-4-(3-oxo-4-phenylpiperazin-1-yl)pyrimidin-2-yl)amino)benzenesulfonamide C(C)OC=1C(=NC(=NC1)NC=1C=C(C=CC1)S(=O)(=O)N)N1CC(N(CC1)C1=CC=CC=C1)=O